C1N(CCC2=CC=CC=C12)C[C@H](CN1CCOC2=C(C1=O)C=CC(=C2)C(=O)N2CC(CCC2)C(F)(F)F)O 4-[(2R)-3-(3,4-dihydro-1H-isoquinolin-2-yl)-2-hydroxy-propyl]-8-[3-(trifluoromethyl)piperidine-1-carbonyl]-2,3-dihydro-1,4-benzoxazepine-5-one